P(=S)(SCCCCC)(OCCCCC)[O-].[Zn+2].C(CCCC)SP(=S)(OCCCCC)[O-] zinc di(pentyl) dithiophosphate